C(C)(C)(C)OC(=O)N[C@@H](CC1=CC=C(C=C1)OC(C)(C)C)C(=O)O N-(t-butoxycarbonyl)-O-t-butyltyrosine